(5-(((2-chlorophenyl)sulfinyl)methyl)furan-2-yl)(4-phenylpiperazin-1-yl)methanone ClC1=C(C=CC=C1)S(=O)CC1=CC=C(O1)C(=O)N1CCN(CC1)C1=CC=CC=C1